2-chloro-5-fluoro-N-(4-nitrophenylethyl)quinolin-4-amine ClC1=NC2=CC=CC(=C2C(=C1)NCCC1=CC=C(C=C1)[N+](=O)[O-])F